ethyl (R)-7-((6-(5-methyl-6,7-dihydro-5H-pyrrolo[2,1-c][1,2,4]triazol-3-yl)pyridin-2-yl)carbamoyl)-3,4-dihydro-2,6-naphthyridine-2(1H)-carboxylate C[C@@H]1CCC2=NN=C(N21)C2=CC=CC(=N2)NC(=O)C2=NC=C1CCN(CC1=C2)C(=O)OCC